4-((2-cyano-4-fluorophenyl)thio)-6-(1-((1s,4s)-4-hydroxy-4-methylcyclohexyl)-5-methyl-1H-pyrazol-4-yl)pyrazolo[1,5-a]pyridine-3-carbonitrile C(#N)C1=C(C=CC(=C1)F)SC=1C=2N(C=C(C1)C=1C=NN(C1C)C1CCC(CC1)(C)O)N=CC2C#N